[Cl-].C(C)[N+]1=CC(=CC=C1)C 1-Ethyl-3-methylpyridinium chlorid